(S)-2-(1-aminoethyl)-5-chloro-6-fluoro-3-phenylpyrimidine-4(3H)-one N[C@@H](C)C1=NC(=C(C(N1C1=CC=CC=C1)=O)Cl)F